COC(C(OC)(C)C1C(C=CC=C1)=N)=O 2-methyl-alpha-methoxyl-iminophenylacetic acid methyl ester